1,1,3-tribromo-3-ethyl-1,3-disilacyclohexane Br[Si]1(C[Si](CCC1)(CC)Br)Br